(E)-3-([1,1'-biphenyl]-4-yl)acrolein C1(=CC=C(C=C1)/C=C/C=O)C1=CC=CC=C1